1-(3-(3-methyl-1-(tetrahydro-2H-pyran-2-yl)-1H-pyrazol-5-yl)-5-((R)-3-methylmorpholino)isothiazolo[4,5-b]pyridin-7-yl)azetidin-3-ol CC1=NN(C(=C1)C1=NSC=2C1=NC(=CC2N2CC(C2)O)N2[C@@H](COCC2)C)C2OCCCC2